1,3,5-tri-[(tert-butylperoxy)isopropyl]benzene C(C)(C)(C)OOC(C)(C)C1=CC(=CC(=C1)C(C)(C)OOC(C)(C)C)C(C)(C)OOC(C)(C)C